CC1=NN=C(S1)C1CN(CCC1)C(=O)OC(C)(C)C tert-butyl 3-(5-methyl-1,3,4-thiadiazol-2-yl)piperidine-1-carboxylate